2-chloro-4-(2-pyridin-2-yloxyphenyl)pyridine chromium manganese [Mn].[Cr].ClC1=NC=CC(=C1)C1=C(C=CC=C1)OC1=NC=CC=C1